(R)-3-(benzo[d][1,3]dioxol-5-yl)-7-((S)-1-hydroxypropan-2-yl)-1-(1H-indol-3-yl)-6,7-dihydro-3H-oxazolo[3,4-a]pyrazine-5,8-dione O1COC2=C1C=CC(=C2)[C@H]2OC(=C1N2C(CN(C1=O)[C@H](CO)C)=O)C1=CNC2=CC=CC=C12